(S)-1-(3-(5-fluoro-2-(pyrrolidin-3-ylamino)pyrimidin-4-yl)phenyl)pyridin-2(1H)-one FC=1C(=NC(=NC1)N[C@@H]1CNCC1)C=1C=C(C=CC1)N1C(C=CC=C1)=O